C(=O)(OC(C)(C)C)N1C[C@H](NC[C@@H]1C)C (2R,5S)-4-Boc-2,5-dimethylpiperazine